[Cl-].C(C)[N+](CCCCCCCCCCCCCCCCCC)(C1=CC=CC2=CC=CC=C12)CC diethylnaphthyl-octadecyl-ammonium chloride